benzyl (2S,4R)-1-(4-chlorophenylcarbamoyl)-4-hydroxypyrrolidine-2-carboxylate ClC1=CC=C(C=C1)NC(=O)N1[C@@H](C[C@H](C1)O)C(=O)OCC1=CC=CC=C1